C(C)C1OC[C@@H](C2=CC=C(C=C12)C(F)(F)F)O (4R)-1-ethyl-7-(trifluoromethyl)isochroman-4-ol